BrC1=CC(=NC=C1)C1(CCC1)O 1-(4-bromopyridin-2-yl)cyclobutan-1-ol